(3-azabicyclo[3.2.1]oct-8-yl)(5-phenyl-4,5-dihydro-1H-pyrazol-1-yl)methanone hydrochloride Cl.C12CNCC(CC1)C2C(=O)N2N=CCC2C2=CC=CC=C2